OCC1CCN(CC1)C1=CC=C(C=C1)N1CNCC=C1 1-(4-(4-(hydroxymethyl)piperidin-1-yl)phenyl)dihydropyrimidine